(3-n-butyl-cyclopentadienyl)(2-methyl-4-phenyl-1,5,6,7-tetrahydro-s-indacenyl)hafnium (IV) C(CCC)C1=CC(C=C1)[Hf+2]C1C(=CC2=C(C=3CCCC3C=C12)C1=CC=CC=C1)C